methoxyl-amide O(C)[NH-]